CC1(C2=CC=CC=C2C=2C=CC(=CC12)NC1=CC=C(C=C1)C=1C=CC=2N(C3=CC=CC=C3C2C1)C1=CC=CC=C1)C 9,9-dimethyl-N-(4-(9-phenyl-9H-carbazol-3-yl)phenyl)-9H-fluoren-2-amine